N5-(2-hydroxyethyl)-l-glutamine C(CC(=O)NCCO)[C@@H](C(=O)O)N